(5-bromopyridin-2-yl)(4-fluorophenyl)methanol BrC=1C=CC(=NC1)C(O)C1=CC=C(C=C1)F